2-(2-bromothiazol-4-yl)ethanol 4-azaspiro[2.5]octane-4-carboxylate C1CC12N(CCCC2)C(=O)OCCC=2N=C(SC2)Br